8-(6-(4-(benzyloxy)butoxy)pyridin-3-yl)-4-chloro-3-(2-chloroethoxy)-5,6-dihydronaphthalene-2-carbonitrile C(C1=CC=CC=C1)OCCCCOC1=CC=C(C=N1)C1=CCCC=2C(=C(C(=CC12)C#N)OCCCl)Cl